[S+]1=CC=C1 thietium